[(3S)-2,6-dioxo-3-piperidyl]-3,4-dihydro-2H-quinoline O=C1NC(CC[C@H]1C1NC2=CC=CC=C2CC1)=O